ClC=1C=NN2C=3C=C(N=CC3NC(NC12)C1=C(C=C(C=C1F)F)F)N1CCOCC1 4-[5-chloro-8-(2,4,6-trifluorophenyl)-2,3,7,9,12-pentazatricyclo[8.4.0.02,6]tetradeca-1(10),3,5,11,13-pentaen-13-yl]morpholine